N-propyloctadecylamide C(CC)[N-]CCCCCCCCCCCCCCCCCC